methyl 3-(2,4-dimethylimidazol-1-yl)-4-nitrobenzoate CC=1N(C=C(N1)C)C=1C=C(C(=O)OC)C=CC1[N+](=O)[O-]